Methylpropylmethoxypropoxysilane C[SiH](OCCCOC)CCC